CC=1C(=C2C=CC=C(N2C1C(=O)C1=CC=C(C=C1)F)N)C(=O)N 2-Methyl-amino-3-[(4-Fluorophenyl)carbonyl]Indolizin-1-Carboxamid